5-methyl-6-piperazin-1-yl-pyridine-3-carbonitrile CC=1C=C(C=NC1N1CCNCC1)C#N